NC1=CC(=C(C(=C1C(=O)O)F)OC)OC 6-amino-2-fluoro-3,4-dimethoxybenzoic acid